OC1=C(N=CNC1=O)C(CC#N)CC1=CC=C(C=C1)C#CC1=CC=C(C=C1)CN[C@@H]1COCC1 3-(5-hydroxy-6-oxo-1,6-dihydropyrimidin-4-yl)-4-(4-((4-((((S)-tetrahydrofuran-3-yl)amino)methyl)phenyl)ethynyl)phenyl)butanenitrile